4-Phenyl-5-((2-(pyridin-4-ylamino)pyridin-4-yl)oxy)thiazol-2-amine C1(=CC=CC=C1)C=1N=C(SC1OC1=CC(=NC=C1)NC1=CC=NC=C1)N